N1(CCC1)C(CN1C(N(C2=NC=C(C=C21)C=2SC(=CC2)CO)C)=O)=O 1-(2-(azetidin-1-yl)-2-oxoethyl)-6-(5-(hydroxymethyl)thiophen-2-yl)-3-methyl-1,3-dihydro-2H-imidazo[4,5-b]pyridin-2-one